2-methoxy-5-[[2-oxo-2-[(2R,5S)-5-methyl-2-[2-[1-(trideuteriomethyl)-4-piperidyl]-1,3-benzothiazol-5-yl]-1-piperidyl]acetyl]amino]pyridine-3-carboxamide COC1=NC=C(C=C1C(=O)N)NC(C(N1[C@H](CC[C@@H](C1)C)C=1C=CC2=C(N=C(S2)C2CCN(CC2)C([2H])([2H])[2H])C1)=O)=O